C(CCCCCCCCCCC)(=O)OCCCOC(CCCCCCCCCCC)=O dodecanoyloxypropyldodecanoate